(2s,4s)-2-(4-(2-methyl-4-(trifluoromethoxy)phenyl)piperidine-1-carbonyl)-7-oxa-5-azaspiro[3.4]Octane-6-one CC1=C(C=CC(=C1)OC(F)(F)F)C1CCN(CC1)C(=O)C1CC2(C1)NC(OC2)=O